C(C(C)(C)C)(=O)OC1=CC(=CC=C1)C 3-methylphenyl pivalate